BrCC1=C(C=C(C=C1)OC)F 1-(Bromomethyl)-2-fluoro-4-methoxybenzene